C1(CC1)C=1C=C(NN1)NC([C@H](C)C=1N=C2N(C=C(C(=C2)C)F)C1)=O (R)-N-(5-cyclopropyl-2H-pyrazol-3-yl)-2-(6-fluoro-7-methylimidazo[1,2-a]pyridin-2-yl)propanamide